1-propenyloxy-2-hydroxypropane sodium [Na].C(=CC)OCC(C)O